CP(=O)(C)C1=C(C(=C(C=C1)NC(OC(C)(C)C)=O)OC)F tert-butyl (4-(dimethylphosphoryl)-3-fluoro-2-methoxyphenyl)carbamate